3-Benzyl-N-methylcyclobutan-1-amine trifluoroacetate salt FC(C(=O)O)(F)F.C(C1=CC=CC=C1)C1CC(C1)NC